C(CCCC#C)(=O)OCC(COC(CCCC#C)=O)(COC(CCCC#C)=O)NC(=O)OC(C)(C)C.NCCC[Si](CC)(CC)C aminopropyl-methyl-diethyl-silane 2-((tert-butoxycarbonyl)amino)-2-((hex-5-ynoyloxy)methyl)propane-1,3-diyl bis(hex-5-ynoate)